meta-tertiary butyl-bromobenzene sodium borohydride [BH4-].[Na+].C(C)(C)(C)C=1C=C(C=CC1)Br